CC1CN=C(O1)C=C 5-methyl-2-vinyl-2-Oxazoline